OB1N(N=CC2=C1C=CC=C2)C(=O)C=2C=C(C=CC2)NS(=O)(=O)C N-(3-(1-hydroxy-1,2-dihydrobenzo[d]-[1,2,3]diazaborinine-2-carbonyl)phenyl)methanesulfonamide